CON(C(=O)C=1C(=NC(=NC1)SC)NC)C N-methoxy-N-methyl-4-(methylamino)-2-(methylthio)pyrimidine-5-carboxamide